C(CC)N1C(S\C(\C1=O)=C/C=1OC(=CC1)C1=CC=C(C=C1)C(F)(F)F)=S (Z)-3-propyl-2-thioxo-5-((5-(4-(trifluoromethyl)phenyl)furan-2-yl)methylene)thiazolidin-4-one